2-methylpropyl methanesulfonate CS(=O)(=O)OCC(C)C